OC=1C(=C(CN[C@H](CCOC2CC(C2)CCC2=NC=3NCCCC3C=C2)C(=O)O)C(=CN1)C)C N-(2-hydroxy-3,5-dimethylisonicotinyl)-O-((1R,3R)-3-(2-(5,6,7,8-tetrahydro-1,8-naphthyridin-2-yl)ethyl)cyclobutyl)-D-homoserine